2-(2,2,7-trifluoro-3-oxo-4-prop-2-ynyl-3,4-dihydro-2H-benzo[1,4]Oxazin-6-yl)-4,5,6,7-tetrahydro-isoindole-1,3-dione FC1(OC2=C(N(C1=O)CC#C)C=C(C(=C2)F)N2C(C=1CCCCC1C2=O)=O)F